NC1=C(C=C(C=N1)NC(C(=O)N1[C@H](CC[C@@H](C1)C)C=1C=NC(=CC1)N1[C@@H](CN(CC1)C)C)=O)CC N-(6-Amino-5-ethyl-3-pyridyl)-2-[(2R,5S)-2-[6-[(2R)-2,4-dimethylpiperazin-1-yl]-3-pyridyl]-5-methyl-1-piperidyl]-2-oxo-acetamide